[V+5].C(C)(C)C1=C(C(=CC=C1)C(C)C)N1CN(C(C1)=[NH2+])C1=C(C=CC=C1C(C)C)C(C)C 1,3-bis(2,6-diisopropylphenyl)-imidazoliniminium vanadium